(R)-1-(2,2-Difluorobenzo[d][1,3]-dioxol-5-yl)-N-(1-(2,3-dihydroxypropyl)-6-fluoro-2-(1-hydroxy-2-methylpropan-2-yl)-1H-indol-5-yl)cyclopropan-1-carboxamid FC1(OC2=C(O1)C=CC(=C2)C2(CC2)C(=O)NC=2C=C1C=C(N(C1=CC2F)C[C@H](CO)O)C(CO)(C)C)F